2-[2-(difluoromethoxy)ethoxy]-3,6-difluoro-5-nitro-pyridine FC(OCCOC1=NC(=C(C=C1F)[N+](=O)[O-])F)F